N-hydroxy-4-(((2-oxo-2H-chromen-4-yl)oxy)methyl)benzamide ONC(C1=CC=C(C=C1)COC1=CC(OC2=CC=CC=C12)=O)=O